C(C(C)C)OOCC(C)C isobutyl peroxide